C(CCC)C=1C(NC2=CC=CC=C2N1)=O n-butyl-quinoxalinone